CC(C(=O)OC(C(C)C)=O)C 2-methylpropanoic anhydride